C(C)OC(C(C(C)=O)C=1N=CSC1)=O 3-oxo-2-(thiazol-4-yl)butanoic acid ethyl ester